C(C)O[Si](CCC1CCC(CC1)C(F)(F)F)(OCC)OCC triethoxy(2-(4-(trifluoromethyl)cyclohexyl)ethyl)silane